(R)-3-(2-((R)-1-hydroxyethyl)-6-(benzenesulfonyl)imidazo[4,5-d]Pyrrolo[2,3-b]Pyridin-1(6H)-yl)pyrrolidin-1-yl-propionitrile O[C@H](C)C1=NC=2C(=C3C(=NC2)N(C=C3)S(=O)(=O)C3=CC=CC=C3)N1C1CN(CC1)[C@@H](C#N)C